(E)-N-(2-(4,6-Dihydroxy-2,3-dimethylbenzoyl)isoindolin-4-yl)-4-(dimethylamino)-N-methylbut-2-enamide OC1=C(C(=C(C(=O)N2CC3=CC=CC(=C3C2)N(C(\C=C\CN(C)C)=O)C)C(=C1)O)C)C